C(C)(=O)NC=1C(=NN(C1C(=O)O)C)C 4-acetamido-1,3-dimethyl-1H-pyrazole-5-carboxylic acid